(S)-8-(3-chloro-5-fluorophenoxy)-N-((1R,5S,8S)-3-(6-methylpyrimidin-4-yl)-3-azabicyclo[3.2.1]oct-8-yl)-5,6,7,8-tetrahydro-[1,2,4]triazolo[1,5-a]pyridin-2-amine ClC=1C=C(O[C@@H]2C=3N(CCC2)N=C(N3)NC3[C@H]2CN(C[C@@H]3CC2)C2=NC=NC(=C2)C)C=C(C1)F